NC1=C2C(=NC=N1)N(N=C2C2=CC=C(C=C2)OC2=CC=CC=C2)C2CCC(CC2)(O)C2CC2 4-(4-amino-3-(4-phenoxyphenyl)-1H-pyrazolo[3,4-d]pyrimidin-1-yl)-1-cyclopropylcyclohexane-1-ol